(R)-3-((R)-1-oxo-5-(piperidin-4-yl)-2,3-dihydro-1H-inden-2-yl)piperidine-2,6-dione O=C1[C@H](CC2=CC(=CC=C12)C1CCNCC1)[C@@H]1C(NC(CC1)=O)=O